CS(=O)(=O)NC1=CC=CC(=N1)NC(=O)C=1SC=C(C1)C1=CC=CC=C1 N-(6-methanesulfonamidopyridin-2-yl)-4-phenylthiophene-2-carboxamide